C([2H])([2H])([2H])C1=NN(C=C1C(=O)NC1=CC(=NC=C1)C(F)(F)F)C1=C2C=CNC(C2=CC=C1)=C=O (methyl-d3)-1-(1-carbonyl-1,2-dihydroisoquinolin-5-yl)-N-(2-(trifluoromethyl)pyridin-4-yl)-1H-pyrazole-4-carboxamide